CS(=O)(=O)N[C@@H]1C[C@H]2CCN(C[C@@H]12)C(=O)OC(C)(C)C tert-butyl (1S,6R,8R)-8-(methylsulfonamido)-3-azabicyclo[4.2.0]octane-3-carboxylate